cis-2,4,8-Trimethyl-3,7-nona-dien-2-ol CC(C)(C=C(CCC=C(C)C)C)O